COC1=C(C=CC=C1C1=NN(C=N1)C)NC1=NC(=NC=C1C(=O)OCC)NCC=1C=NN(C1)C Ethyl 4-(2-methoxy-3-(1-methyl-1H-1,2,4-triazol-3-yl)phenylamino)-2-((1-methyl-1H-pyrazol-4-yl)methylamino)pyrimidine-5-carboxylate